3-chloroindolizine-7-carboxylic acid ClC1=CC=C2C=C(C=CN12)C(=O)O